di-isobutoxy-ethylacetoat C(C(C)C)OC(C(=O)[O-])(CC)OCC(C)C